C(C)(=O)N1\C(\C(C2=CC=CC=C12)=O)=C/C1=NC2=CC=C(C=C2C(=C1)C1=CC2=CC=CC=C2C=C1)C(=O)OC(C)(C)C tert-butyl (Z)-2-((1-acetyl-3-oxoindolin-2-ylidene)methyl)-4-(naphthalen-2-yl)quinoline-6-carboxylate